2-[{3-[3-(Decyloxy)phenyl]propanoyl}(pyridin-4-yl methyl)amino]ethyl dihydrogen phosphate ammonium salt [NH4+].P(=O)(OCCN(CC1=CC=NC=C1)C(CCC1=CC(=CC=C1)OCCCCCCCCCC)=O)(O)O